4-(2-cyanoethyl)-4-nitro-heptanedinitrile C(#N)CCC(CCC#N)(CCC#N)[N+](=O)[O-]